[1-(Bicyclo[1.1.1]pentan-1-yl)-1H-1,2,3-triazol-4-yl](1-methyl-2-oxo-1,2-dihydroquinolin-5-yl)acetate C12(CC(C1)C2)N2N=NC(=C2)C(C(=O)[O-])C2=C1C=CC(N(C1=CC=C2)C)=O